ClC=1C=C(C=NC1)C1=NC(=C2N=CN(C2=N1)[C@H]1[C@@H]([C@@H]([C@H](S1(=O)=O)C(=O)NC)O)O)NCC1=NC=CC(=C1)OC (2S,3S,4R,5R)-5-(2-(5-chloropyridin-3-yl)-6-(((4-methoxypyridin-2-yl)meth-yl)amino)-9H-purin-9-yl)-3,4-dihydroxyl-N-methyltetrahydrothiophen-2-formamide 1,1-dioxide